2-(1-methylpiperidin-2-yl)acetamide CN1C(CCCC1)CC(=O)N